ClC1=C(C(=O)O)C=C(C=N1)C1=CC(=CC=C1)C(NC1=CC=C(C=C1)OCCC1=CC=CC=C1)=O 2-chloro-5-(3-((4-phenethoxyphenyl)-carbamoyl)phenyl)nicotinic acid